(R)-1,2,3,4-tetrahydronaphthoic acid C1C[C@H](C2=CC=CC=C2C1)C(=O)O